Vinylpyridinecarboxamide C(=C)C=1C(=NC=CC1)C(=O)N